(5-chloro-[1,2,4]triazolo[4,3-c]pyrimidin-8-yl)cyclopropanecarboxamide ClC1=NC=C(C=2N1C=NN2)C2(CC2)C(=O)N